ethyl 2-fluoro-3-(4-fluorophenyl)-3-hydroxypropionate FC(C(=O)OCC)C(O)C1=CC=C(C=C1)F